FC1=C2C(C(NC2=CC=C1F)=O)=O 4,5-difluoroisatin